7-(benzyloxy)-8-methoxyimidazo[1,5-a]quinazolin-5(4H)-one C(C1=CC=CC=C1)OC=1C=C2C(NC=3N(C2=CC1OC)C=NC3)=O